C1(=CCCC1)CCCCC(=O)O 5-(1-cyclopentenyl)pentanoic acid